C1(CC1)CN1N=CC(=C1)S(=O)(N)=NC(NC1=C2CCCC2=CC=2CCCC12)=O 1-(cyclopropylmethyl)-N'-((1,2,3,5,6,7-hexahydro-s-indacen-4-yl)carbamoyl)-1H-pyrazole-4-sulfonimidamide